8-chloro-N-(1-cyanocyclopropyl)-3-[5-(difluoromethyl)thiazol-2-yl]-1-iodo-imidazo[1,5-a]pyridine-6-sulfonamide ClC=1C=2N(C=C(C1)S(=O)(=O)NC1(CC1)C#N)C(=NC2I)C=2SC(=CN2)C(F)F